5-methyl-2-oxazoline phosphorus [P].CC1CN=CO1